CCCCCCCCCCCCCCCCCC(=O)NCCCC[C@@H](C(=O)O)N N6-stearoyl-L-lysine